BrC=1C=C2C(=NN(C(C2=CC1)=O)CC(=O)OC)C(C)C methyl 2-(6-bromo-4-isopropyl-1-oxophthalazin-2(1H)-yl)acetate